3-(3-iodo-1H-pyrrolo[3,2-c]pyridin-1-yl)piperidine-1-carboxylic acid tert-butyl ester C(C)(C)(C)OC(=O)N1CC(CCC1)N1C=C(C=2C=NC=CC21)I